4,7-di(thiophen-2-yl)benzo-2,1,3-thiadiazole S1C(=CC=C1)C1=CC=C(C2=NSN=C21)C=2SC=CC2